4-amino-7-{(1S)-1-[1-(2-fluorophenyl)-1H-1,2,3-triazol-4-yl]propyl}-5-[2-(trifluoromethyl)pyrimidin-5-yl]pyrrolo[2,1-f][1,2,4]triazine-6-carbonitrile NC1=NC=NN2C1=C(C(=C2[C@H](CC)C=2N=NN(C2)C2=C(C=CC=C2)F)C#N)C=2C=NC(=NC2)C(F)(F)F